3-(2-fluoropyridin-4-yl)-2,5-dihydro-1H-pyrrole-1-carboxylic acid tert-butyl ester C(C)(C)(C)OC(=O)N1CC(=CC1)C1=CC(=NC=C1)F